ClC1=C(C(=O)N(C2=NN=NN2C)C)C=CC(=C1SC(C)C)S(=O)(=O)C 2-chloro-3-(isopropylthio)-N-methyl-N-(1-methyl-1H-tetrazol-5-yl)-4-(methylsulfonyl)benzamide